C1(CCC1)OC=1C(=CC2=CN(N=C2C1)C12COC(C1)(C2)COC)C(=O)NC=2C(N(C=CC2)[C@H]2[C@@H](C2)F)=O 6-cyclobutoxy-N-(1-((1r,2r)-2-fluorocyclopropyl)-2-oxo-1,2-dihydropyridin-3-yl)-2-(1-(methoxymethyl)-2-oxabicyclo[2.1.1]hex-4-yl)-2H-indazole-5-carboxamide